coumaroyl lactate C(C(O)C)(=O)OC(\C=C\C1=CC=C(C=C1)O)=O